1,4-Bis(2-aminopropylaminomethyl)benzol NC(CNCC1=CC=C(C=C1)CNCC(C)N)C